6-chloro-5-(difluoromethoxy)-3-(1H-imidazol-1-yl)-2-(5-(trifluoromethyl)-4H-1,2,4-triazol-3-yl)-1H-indole ClC1=C(C=C2C(=C(NC2=C1)C1=NN=C(N1)C(F)(F)F)N1C=NC=C1)OC(F)F